2-(azetidin-3-yl)-N-(3-(difluoromethoxy)-4-fluorophenyl)acetamide N1CC(C1)CC(=O)NC1=CC(=C(C=C1)F)OC(F)F